3,3-dimethylheptanoic acid CC(CC(=O)O)(CCCC)C